7-(1H-indol-6-yl)-4-methoxy-[1,3]thiazolo[4,5-c]pyridin N1C=CC2=CC=C(C=C12)C=1C2=C(C(=NC1)OC)N=CS2